(S)-1-{[2-(difluoromethyl)-6-(4-methoxy-1H-pyrrolo[2,3-b]pyridin-3-yl)pyridin-3-yl]oxy}-2,4-dimethylpentan-2-amine trifluoroacetate FC(C(=O)O)(F)F.FC(C1=NC(=CC=C1OC[C@](CC(C)C)(N)C)C1=CNC2=NC=CC(=C21)OC)F